C12CCC(CC1)N2C2=NC(=CC1=C2N=C(N=C1)NC1=NC=2CCN(CC2C=C1)C(CN1CC(C1)F)=O)C1COC1 1-[2-[[8-(7-azabicyclo[2.2.1]heptan-7-yl)-6-(oxetan-3-yl)pyrido[3,4-d]pyrimidin-2-yl]amino]-7,8-dihydro-5H-1,6-naphthyridin-6-yl]-2-(3-fluoroazetidin-1-yl)ethanone